tert-butyl (2R,3S,4S)-4-[(2-methoxyethoxy)methoxy]-3-[({2-[(2S)-oxolan-2-yl]ethyl}carbamoyl)oxy]-2-{[4-(1,3-thiazol-5-yl)phenyl]methyl}pyrrolidine-1-carboxylate COCCOCO[C@@H]1[C@H]([C@H](N(C1)C(=O)OC(C)(C)C)CC1=CC=C(C=C1)C1=CN=CS1)OC(NCC[C@H]1OCCC1)=O